3-((8-ethoxy-8-oxooctyl)amino)-2-methylbenzoic acid tert-butyl ester C(C)(C)(C)OC(C1=C(C(=CC=C1)NCCCCCCCC(=O)OCC)C)=O